N-(3-(3-(1H-pyrazol-4-yl)quinoxaline-6-carbonyl)-2-fluorophenyl)-3-fluorobenzamide N1N=CC(=C1)C=1C=NC2=CC=C(C=C2N1)C(=O)C=1C(=C(C=CC1)NC(C1=CC(=CC=C1)F)=O)F